tert-butyl N-[5-[[2-(2-cyclopentyl-1-piperidyl)-2-oxo-acetyl]amino]-3-methyl-2-pyridyl]carbamate C1(CCCC1)C1N(CCCC1)C(C(=O)NC=1C=C(C(=NC1)NC(OC(C)(C)C)=O)C)=O